ethyl 7-hydroxy-[1,2,4]triazolo[1,5-a]pyridine-2-carboxylate OC1=CC=2N(C=C1)N=C(N2)C(=O)OCC